C(C)(C)OC1=C(C=CC=C1)OB(O)O 2-isopropoxyphenyl-boric acid